5-chloro-2-methyl-N-((1r,4r)-4-((2-oxo-3-(1-(tetrahydro-2H-pyran-2-yl)-1H-pyrazolo[3,4-b]pyridin-5-yl)-2,3-dihydro-1H-benzo[d]imidazol-1-yl)methyl)cyclohexyl)nicotinamide ClC=1C=NC(=C(C(=O)NC2CCC(CC2)CN2C(N(C3=C2C=CC=C3)C=3C=C2C(=NC3)N(N=C2)C2OCCCC2)=O)C1)C